tert-butyl (2S)-4-hydroxy-2-phenylpiperidine-1-carboxylate OC1C[C@H](N(CC1)C(=O)OC(C)(C)C)C1=CC=CC=C1